2-methyl-4H-pyrrolo[2,3-d]Thiazole-5-carboxylic acid ethyl ester C(C)OC(=O)C1=CC2=C(N=C(S2)C)N1